NCCCOCCCOCCCC(=O)OCC ethyl 4-(3-(3-aminopropoxy)propoxy)butanoate